C(C)(C)(C)OC(=O)O[C@@H]1[C@H]([C@H](N(C1)C(=O)OC(C)(C)C)CC1=CC=C(C=C1)OC)OC(=O)C1CSSC1 tert-butyl (2R,3S,4S)-4-[(tert-butoxycarbonyl)oxy]-3-(1,2-dithiolane-4-carbonyloxy)-2-[(4-methoxyphenyl)methyl]pyrrolidine-1-carboxylate